isoamyl 2-furanbutyrate O1C(=CC=C1)CCCC(=O)OCCC(C)C